BrC1=CC=C2C(N(C=NC2=C1)[C@H](C(=O)O)C1=CC(=CC=C1)Cl)=O (S)-2-(7-bromo-4-oxoquinazolin-3(4H)-yl)-2-(3-chlorophenyl)acetic acid